N-{5-[2-(2,6-dichlorophenyl)acetamido]pyridazin-3-yl}-N-(3-fluorophenyl)acetamide ClC1=C(C(=CC=C1)Cl)CC(=O)NC=1C=C(N=NC1)N(C(C)=O)C1=CC(=CC=C1)F